12-octadecenoic acid methyl ester COC(CCCCCCCCCCC=CCCCCC)=O